CC1(N(CCCCNCCNCCNC1)C)C trimethyl-1,4,7,10-tetraazacyclotetradecane